CC1(CC(CC1)=O)C 5,5-dimethyl-3-oxocyclopentane